[C@H]12CN(C[C@H](CC1)N2)C2=NC=NC1=C(C(=C(C=C21)C(F)(F)F)C2=CC=C(C=1SC(=C(C12)C#N)N)F)F 4-(4-((1R,5S)-3,8-diazabicyclo[3.2.1]octan-3-yl)-8-fluoro-6-(trifluoromethyl)quinazolin-7-yl)-2-amino-7-fluorobenzo[b]thiophene-3-carbonitrile